OP(O)OP(O)O.C(CCCCCCCCCCCCCCCCCCCCCCCCCCC)O octacosanol diphosphite